C1(CC1)C=1C=C(C=NC1C(F)(F)F)C1=CC(=C2C(=N1)N=C(N2)C=2N=CC(=NC2)N2CCC(CC2)C(=O)OCC)N(C)CC2(CCC2)COC Ethyl 1-(5-{5-[5-cyclopropyl-6-(trifluoromethyl)pyridin-3-yl]-7-[{[1-(methoxymethyl)cyclobutyl]methyl}(methyl)amino]-1H-imidazo[4,5-b]pyridin-2-yl}pyrazin-2-yl)piperidine-4-carboxylate